BrC=1C=NN2C1C=NC(=C2)C=2C=NN(C2)C 3-bromo-6-(1-methyl-1H-pyrazol-4-yl)pyrazolo[1,5-a]pyrazine